C(C)(C)(C)OC(=O)N1C[C@H](CC1)CC(=O)OC (R)-3-methoxycarbonylmethyl-pyrrolidine-1-carboxylic acid tert-butyl ester